CN1CNC(C2=CC=CC=C12)=O methyl-2,3-dihydroquinazolin-4(1H)-one